ClC1=C(C=2N=C(N=C(C2C=N1)N1CCOC[C@H](C1)O)OC[C@H]1N([C@@H]2C[C@@H]2C1)C)F (S)-4-(7-Chloro-8-fluoro-2-(((1R,3S,5R)-2-methyl-2-azabicyclo[3.1.0]hexan-3-yl)methoxy)pyrido[4,3-d]pyrimidin-4-yl)-1,4-oxazepan-6-ol